4-bromo-3-(2,2-difluoroethyl)-5-(((1S,4r)-4-(methyl((S)-tetrahydrofuran-3-yl)amino)cyclohexyl)amino)furo[2,3-c]pyridine-2-carbonitrile BrC1=C2C(=CN=C1NC1CCC(CC1)N([C@@H]1COCC1)C)OC(=C2CC(F)F)C#N